1-cyclopropyl-2-(2-(trifluoromethyl)benzyl)-1H-indole-5-carboxylic acid methyl ester COC(=O)C=1C=C2C=C(N(C2=CC1)C1CC1)CC1=C(C=CC=C1)C(F)(F)F